C(CCC)OC1=NN2C(C(=N1)N)=NC=C2CC2=NC=C(C=C2)OC 2-butoxy-7-((5-methoxypyridin-2-yl)methyl)imidazo[2,1-f][1,2,4]triazin-4-amine